CC1=CC=NC(=C1)C(F)(F)F 4-methyl-6-(trifluoromethyl)pyridin